[C@@H]12N(C[C@@H](NC1)C2)C=2C=CC=1N=CN=C(C1N2)NC2=C(C(=CC=C2)C(F)(F)F)F 6-((1S,4S)-2,5-Diazabicyclo[2.2.1]heptan-2-yl)-N-(2-fluoro-3-(trifluoromethyl)phenyl)pyrido[3,2-d]pyrimidin-4-amine